C12(CC(C1)C2)NC(=O)C=2NC1=C(C=CC=C1C2C2=NN(C=C2)C)Cl N-[bicyclo[1.1.1]pentan-1-yl]-7-chloro-3-(1-methylpyrazol-3-yl)-1H-indole-2-carboxamide